ClC=1C=C(C=CC1)N1CC2(C(N(C=3C=NC=4C=C(C(=CC4C32)C=3C=C(C(=NC3)OCCNC(C)C)NS(=O)(=O)C)F)C)=O)C1 N-(5-(1-(3-Chlorophenyl)-7'-fluoro-3'-methyl-2'-oxo-2',3'-dihydrospiro[azetidine-3,1'-pyrrolo[2,3-c]quinolin]-8'-yl)-2-(2-(isopropylamino)ethoxy)pyridin-3-yl)methanesulfonamide